C(C)(C)OC1=C(N)C=C(C=C1)SC 2-isopropoxy-5-(methylthio)aniline